5,15-bis(4-aminophenyl)-10,20-diphenyl-porphyrin NC1=CC=C(C=C1)C=1C2=CC=C(N2)C(=C2C=CC(C(=C3C=CC(=C(C=4C=CC1N4)C4=CC=CC=C4)N3)C3=CC=C(C=C3)N)=N2)C2=CC=CC=C2